(S)-2-(methoxymethyl)pyrrolidin-1-amine COC[C@H]1N(CCC1)N